N[C@@H]1CN(CC1)C1=NC(=CC(=C1)C=1C(=C(C=C(C1)F)C1=CC(=C(C=C1)N1C(N(C=C1)C)=O)Cl)O)C (S)-1-(3'-(2-(3-aminopyrrolidin-1-yl)-6-methylpyridin-4-yl)-3-chloro-5'-fluoro-2'-hydroxy-[1,1'-biphenyl]-4-yl)-3-methyl-1H-imidazol-2(3H)-one